(Z)-2-(2,6-dioxopiperidin-3-yl)-5-((2-(2-(2-(4-(1-(4-hydroxyphenyl)-2-phenylbut-1-en-1-yl)phenoxy)ethoxy)ethoxy)ethyl)amino)isoindoline-1,3-dione O=C1NC(CCC1N1C(C2=CC=C(C=C2C1=O)NCCOCCOCCOC1=CC=C(C=C1)\C(=C(\CC)/C1=CC=CC=C1)\C1=CC=C(C=C1)O)=O)=O